Fluorosulfuric acid vinyl ester C(=C)OS(=O)(=O)F